Cl.FC=1C=NN(C1)C=1C=C(C(=NC1)C=1SC=2N=C(SC2N1)N(C1CCNCC1)C)O 5-(4-Fluoropyrazol-1-yl)-2-[5-[methyl(4-piperidyl)amino]thiazolo[5,4-d]thiazol-2-yl]pyridin-3-ol Hydrochlorid